2-[2-fluoro-5-[[6-oxo-4-(trifluoromethyl)-1H-pyridin-3-carbonyl]amino]-4-[(3R,5S)-3,4,5-trimethylpiperazin-1-yl]phenyl]-1,3-thiazol-5-carboxamid FC1=C(C=C(C(=C1)N1C[C@H](N([C@H](C1)C)C)C)NC(=O)C1=CNC(C=C1C(F)(F)F)=O)C=1SC(=CN1)C(=O)N